C(CC)NC(C=C)=O N-n-propyl-acrylamide